Cl.C(C)O ethyl alcohol, hydrochloride